COC=1N=C(C(=NC1C=1C2=C(C=NC1)N(C=N2)C)C(=O)OC)NC=2C=NN(C2)C Methyl 5-methoxy-6-(3-methylimidazo[4,5-c]pyridin-7-yl)-3-[(1-methylpyrazol-4-yl)amino]pyrazine-2-carboxylate